4-(4-iodo-1H-pyrazol-1-yl)butan-1-amine IC=1C=NN(C1)CCCCN